C1(CC1)C#C[C@@]1(NC(NC2=CC(=C(C=C12)F)CN1N=C(N=C1)CO)=O)C(C)(F)F (S)-4-(cyclopropylethynyl)-4-(1,1-difluoroethyl)-6-fluoro-7-((3-(hydroxymethyl)-1H-1,2,4-triazol-1-yl)methyl)-3,4-dihydroquinazolin-2(1H)-one